2-methyl-benzoyl peroxide CC1=C(C(=O)OOC(C2=C(C=CC=C2)C)=O)C=CC=C1